OC1CC=2C(=C3CNC(C3=CC2O)=O)OC1C 3,5-dihydroxy-2-methyl-7-oxo-3,4,7,9-tetrahydropyrano[2,3-e]isoindol